FC1=C(C=CC=C1F)C#CC1=CC=C(C=C1)[C@@H]1[C@@H]2CN(C[C@@H]([C@@H](CN2[C@@H]1CN(C)C)O)O)C(=O)NC1=CC=C(C=C1)OC (3R,4S,8R,9S,10S)-9-[4-[2-(2,3-difluorophenyl)ethynyl]phenyl]-10-[(dimethylamino)methyl]-3,4-dihydroxy-N-(4-methoxyphenyl)-1,6-diazabicyclo[6.2.0]decane-6-carboxamide